5-[[2,5-dibenzyloxy-3-[(3-carboxy-4-hydroxy-phenyl)carbamoyl]benzoyl]amino]-2-hydroxy-benzoic acid C(C1=CC=CC=C1)OC1=C(C(=O)NC=2C=CC(=C(C(=O)O)C2)O)C=C(C=C1C(NC1=CC(=C(C=C1)O)C(=O)O)=O)OCC1=CC=CC=C1